C(C)(C)[Si](OCC(=O)NNC(=O)C1=NC=C(C=C1N)S(=O)(=O)C1=CC(=CC=C1)OC(F)(F)F)(C(C)C)C(C)C 3-Amino-5-(3-trifluoromethoxy-benzenesulfonyl)-pyridine-2-carboxylic acid N'-(2-triisopropylsilanyloxy-acetyl)-hydrazide